2-(2,4-dichlorophenyl)-2-fluoro-ethanamine-hydrochloride Cl.ClC1=C(C=CC(=C1)Cl)C(CN)F